(2R)-2-(2-(4-(3-(2-(2-aminoethoxy)ethoxy)propyl)phenyl)-2-(isoindolin-2-yl)acetamido)-N-(2,6-difluoro-4-hydroxybenzyl)-5-((Z)-2-((2-propionamidoethyl)carbamoyl)guanidino)pentanamide NCCOCCOCCCC1=CC=C(C=C1)C(C(=O)N[C@@H](C(=O)NCC1=C(C=C(C=C1F)O)F)CCCN\C(=N/C(NCCNC(CC)=O)=O)\N)N1CC2=CC=CC=C2C1